C(C)C1=C(NC2=CC=C(C=C12)C1CCN(CC1)C[C@H]1NCCC1)C1=CC(=NC=C1)C (S)-3-ethyl-2-(2-methylpyridin-4-yl)-5-(1-(pyrrolidin-2-ylmethyl)piperidin-4-yl)-1H-indole